6-amino-hexanoic acid (R)-3-({2-[3-(2-{2-[2-(2-amino-ethoxy)-ethoxy]-ethoxy}-ethoxy)-propionylamino]-ethoxy}-hydroxy-phosphoryloxy)-2-hydroxy-propyl ester NCCOCCOCCOCCOCCC(=O)NCCOP(=O)(OC[C@@H](COC(CCCCCN)=O)O)O